BrC=1C=2C(C(=C3N=C(C(=NC13)C1=CC=CC=C1)C1=CC=CC=C1)Br)=NSN2 4,9-dibromo-6,7-diphenyl-[1,2,5]Thiadiazolo[3,4-g]Quinoxaline